4-amino-N-[4-(methoxymethyl)phenyl]-7-(1-methylcyclopropyl)-6-[3-(tetrahydro-2H-pyran-4-yl)prop-1-yn-1-yl]-7H-pyrrolo[2,3-d]pyrimidine-5-carboxamide NC=1C2=C(N=CN1)N(C(=C2C(=O)NC2=CC=C(C=C2)COC)C#CCC2CCOCC2)C2(CC2)C